C1(CC1)C(=O)N[C@H](C(=O)N1[C@@H]([C@H]2C([C@H]2C1)(C)C)C(=O)O)CC1CC1 (1R,2S,5S)-3-((S)-2-(cyclopropanecarboxamido)-3-cyclopropylpropanoyl)-6,6-dimethyl-3-azabicyclo[3.1.0]hexane-2-carboxylic acid